FC1=CC=C(C=C1)C(=O)N1[C@@H](C=2N(CC1)C(=NN2)C2=NC(=NS2)C([2H])([2H])[2H])C (R)-(4-fluorophenyl)-(8-methyl-3-(3-(methyl-d3)-1,2,4-thiadiazol-5-yl)-5,6-dihydro-[1,2,4]triazolo[4,3-a]pyrazin-7(8H)-yl)methanone